ClC=1C(=NC(=NC1)C)OC=1C=NC(=CC1)C(F)(F)F 5-chloro-2-methyl-4-((6-(trifluoromethyl)pyridin-3-yl)oxy)pyrimidine